methyl (7-(butylamino)-3-(hydroxymethyl)-1-(2-methoxy-4-(((tetrahydro-2H-pyran-4-yl)amino)methyl)benzyl)-1H-pyrazolo[4,3-d]pyrimidin-5-yl)carbamate C(CCC)NC=1C2=C(N=C(N1)NC(OC)=O)C(=NN2CC2=C(C=C(C=C2)CNC2CCOCC2)OC)CO